S(=O)(=O)=C1C(N=NN1)=O sulfonyl-triazolone